2,3-dihydroxypropan-1-yl 9,18-dihydroxyoctadecanoate OC(CCCCCCCC(=O)OCC(CO)O)CCCCCCCCCO